N1=CC(=CC=C1)C=1C=C2C(=CN=CC2=CC1)OC1CNCC1 6-(pyridin-3-yl)-4-(pyrrolidin-3-yloxy)isoquinoline